CCCC(=O)C=1N([C@H]2[C@H](S)[C@H](O)[C@@H](CO)O2)C=2N=C(NC(C2N1)=O)N 8-Methylpropionyl-thioguanosine